O1C(=CC=C1)C(=O)N1CC2=CC=CC=C2C1 furan-2-yl(isoindolin-2-yl)methanone